FC(C)(F)C1=CC(=C(CO)C=C1)[N+](=O)[O-] 4-(1,1-Difluoroethyl)-2-nitrobenzyl alcohol